CN1N=CC(=C1)C1=CC=2N(C=C1)C(=CN2)N2CCN(CC2)C(=O)O[C@H](C)C2=CC=C(C=C2)Cl (R)-1-(4-chlorophenyl)ethyl 4-[7-(1-methyl-1H-pyrazol-4-yl)imidazo[1,2-a]pyridin-3-yl]piperazine-1-carboxylate